O[C@H]1CC2=C3CCC4=CC(CC[C@@H]4[C@]3(CC[C@@]2(C1)C)C)=O (9R,10S,13R,16R)-16-hydroxy-9,13-dimethyl-1,2,6,7,9,10,11,12,13,15,16,17-dodecahydro-3H-cyclopenta[a]phenanthren-3-one